(3R)-N-cyclobutyl-3-({1-cyclopentyl-5-[2-(trifluoromethyl)phenyl]-1H-pyrazol-3-yl}formamido)-5-oxo-5-(piperidin-1-yl)pentanamide C1(CCC1)NC(C[C@H](CC(N1CCCCC1)=O)NC(=O)C1=NN(C(=C1)C1=C(C=CC=C1)C(F)(F)F)C1CCCC1)=O